DOPAMIN-HYDROCHLORID Cl.NCCC1=CC(O)=C(O)C=C1